(4r,7s)-2-bromo-4,7-dimethyl-6,7-dihydro-4H-pyrazolo[1,5-a]pyrazine-5-carboxylic acid tert-butyl ester C(C)(C)(C)OC(=O)N1[C@@H](C=2N([C@H](C1)C)N=C(C2)Br)C